3-(1-n-butyl-2-methylindol-3-yl)phthalide C(CCC)N1C(=C(C2=CC=CC=C12)C1OC(=O)C2=CC=CC=C12)C